ClC1=NC(=NC(=N1)N1C(C(C(CC1(C)C)CCCC)N)(C)C)N1C(C(C(CC1(C)C)CCCC)N)(C)C 2-chloro-4,6-bis(4-n-butyl-amino-2,2,6,6-tetramethyl-piperidyl)-1,3,5-triazine